C1(CCCCC1)N1CSC=C1 N-cyclohexyl-Thiazole